C(C)OC1=C(C=CC(=C1)COCC(C)C)O 2-ethoxy-4-(isobutoxymethyl)phenol